aminoborane NB